1-methylazepane-4-thiol CN1CCC(CCC1)S